C(N)(=O)C1=NC=CC(=C1)NC(=O)C=1C(=NC2=CC(=C(C=C2C1)OC)OC)N1CCC(CCC1)(F)F N-(2-carbamoylpyridin-4-yl)-2-(4,4-difluoroazepan-1-yl)-6,7-dimethoxyquinoline-3-carboxamide